nonadecane-2,10-diol CC(CCCCCCCC(CCCCCCCCC)O)O